manganese(2+) sodium (2R,2'R)-2,2'-[6-oxa-3,9,15-triazabicyclo[9.3.1]pentadeca-1(15),11,13-triene-3,9-diyl]dipentanedioate C1=2CN(CCOCCN(CC(=CC=C1)N2)[C@@H](C(=O)[O-])CCC(=O)O)[C@@H](C(=O)[O-])CCC(=O)[O-].[Na+].[Mn+2]